N-(1-cyclopentyl-2-oxoindolin-6-yl)-4-((2-hydroxyethyl)sulfonyl)-2-(6-azaspiro[2.5]octan-6-yl)benzamide C1(CCCC1)N1C(CC2=CC=C(C=C12)NC(C1=C(C=C(C=C1)S(=O)(=O)CCO)N1CCC2(CC2)CC1)=O)=O